ClC=1C(=C(C(=CC1)C(F)(F)F)CCC(C)(S(=O)N)C)SC1=NC=CC=C1CO [[3-chloro-2-[[3-(hydroxymethyl)-2-pyridyl]sulfanyl]-6-(trifluoromethyl)phenyl]methyl]-2-methyl-propane-2-sulfinamide